tris(nonyl phenyl) phosphite P(OC1=C(C=CC=C1)CCCCCCCCC)(OC1=C(C=CC=C1)CCCCCCCCC)OC1=C(C=CC=C1)CCCCCCCCC